(S)-N-((R or S)-(3-chlorophenyl)(4-(trifluoromethoxy)phenyl)methyl)-5-oxopyrrolidine-3-carboxamide ClC=1C=C(C=CC1)[C@H](NC(=O)[C@@H]1CNC(C1)=O)C1=CC=C(C=C1)OC(F)(F)F |o1:7|